2-(methyl((2-phenyloxazole-4-yl)methyl)amino)-8-nitro-6-(trifluoromethyl)-4H-benzo[e][1,3]Thiazin CN(C=1SC2=C(CN1)C=C(C=C2[N+](=O)[O-])C(F)(F)F)CC=2N=C(OC2)C2=CC=CC=C2